C1(CCCC1)NC1=CC=C(C=C1)[C@H]1[C@H](C[C@@H]2[C@H](N1C(C1=C(C=CC=C1C)F)=O)CCC2)C(=O)NC=2C=C1C=NN(C1=CC2)C (2R,3S,4aR,7aR)-2-(4-(cyclopentylamino)phenyl)-1-(2-fluoro-6-methylbenzoyl)-N-(1-methyl-1H-indazol-5-yl)octahydro-1H-cyclopenta[b]pyridine-3-carboxamide